1-methyl-N-(2-(pyridin-4-yl)-1H-pyrrolo[3,2-c]pyridin-6-yl)-1H-pyrazole-3-carboxamide CN1N=C(C=C1)C(=O)NC1=CC2=C(C=N1)C=C(N2)C2=CC=NC=C2